[N-](S(=O)(=O)C(F)(F)F)S(=O)(=O)C(F)(F)F.C(CCCCC)[N+](CC)(CC)CC hexyltriethylammonium bis(trifluoromethylsulfonyl)imide salt